FC1=CC=C(\C=C/2\C(C3=CC(=CC=C3C2)OC)=NO)C=C1 ((E)-4-fluorobenzylidene)-6-methoxy-2,3-dihydro-1H-inden-1-one oxime